CS(=O)(=O)N1CCN(CC1)CCO 2-(4-(methylsulfonyl)piperazin-1-yl)ethanol